O[C@@H](C(=O)NCCC(=O)OCC(CCCCCCCCCCCCCCCCCCC(=O)O)CCCCCCCCCCCCCCCCCC(=O)O)C(CO)(C)C.C(CCCCCCCCCCCCCCCCC)(=O)OCC(COC(CCNC([C@@H](C(CO)(C)C)O)=O)=O)OC(CCCCCCCCCCCCCCCCC)=O 3-((3-((R)-2,4-dihydroxy-3,3-dimethylbutanamido)propanoyl)oxy)propane-1,2-diyl distearate [3-((3-((R)-2,4-Dihydroxy-3,3-dimethylbutanamido)propanoyl)oxy)propane-1,2-diyl distearate]